5-(5-fluoro-2-methoxypyridin-4-yl)-1-((2-(trimethylsilyl)ethoxy)methyl)-1H-pyrazole FC=1C(=CC(=NC1)OC)C1=CC=NN1COCC[Si](C)(C)C